C(C1=CC=CC=C1)(=O)NC(NC1=CC(=C(C=C1F)OC(=O)N1CC=2C(CC1)=NN(C2)C2=C(C=CC=C2C)C)F)=O 4-(3-benzoylureido)-2,5-difluorophenyl-2-(2,6-dimethylphenyl)-2,4,6,7-tetrahydro-5H-pyrazolo[4,3-c]pyridine-5-carboxylate